2-(3-METHYLPHENYL)-1H-INDOLE CC=1C=C(C=CC1)C=1NC2=CC=CC=C2C1